2-(4-(4-((4H-1,2,4-triazol-3-yl)methoxy)-3-fluoro-5-methoxyphenyl)-3-methyl-2-oxo-6-(trifluoromethyl)-2,3-dihydro-1H-benzo[d]imidazol-1-yl)-N-(3-(morpholinomethyl)phenyl)acetamide N=1N=C(NC1)COC1=C(C=C(C=C1OC)C1=CC(=CC=2N(C(N(C21)C)=O)CC(=O)NC2=CC(=CC=C2)CN2CCOCC2)C(F)(F)F)F